ClC=1C(=CC(=NC1)C1=C(C=NN1C)C)OC1CN(C1)C(=O)N1N=CCC1C=1N=C(SC1)C (3-((5-chloro-2-(1,4-dimethyl-1H-pyrazol-5-yl)pyridin-4-yl)oxy)azetidin-1-yl)(5-(2-methylthiazol-4-yl)-4,5-dihydro-1H-pyrazol-1-yl)methanone